OC1CCC(CC1)C(=O)O (1s,4s)-4-hydroxycyclohexyl-carboxylic acid